FC(C(=O)O)(C(=O)C=1SC=C(C1)C1=CNC2=C(C=CC=C12)F)F 2,2-difluoro-3-(4-(7-fluoro-1H-indol-3-yl)thiophen-2-yl)-3-oxopropanoic acid